ClC=1C=C(C=CC1)CC(C#CC1=CC=CC=C1)=O 1-(3-chlorophenyl)-4-phenylbut-3-yn-2-one